C(C)NN1NC(C=C1)=NCC ethylamino-ethylimino-1H-pyrazole